C(CCCCCCCCCCCCC)N1C(=C(C(C2=C(C=C(C=C12)OCC1=CC=CC=C1)OCC1=CC=CC=C1)=O)OCC1=CC=CC=C1)C1=CC(=C(C(=C1)OCC1=CC=CC=C1)OCC1=CC=CC=C1)OCC1=CC=CC=C1 N-tetradecyl-2-(3,4,5-tribenzyloxyphenyl)-3,5,7-tribenzyloxyquinolin-4-one